(R)-7-amino-2-methyl-4-((S)-1-(6-(trifluoromethoxy)pyridin-2-yl)ethyl)-2H-benzo[b][1,4]oxazin-3(4H)-one NC=1C=CC2=C(O[C@@H](C(N2[C@@H](C)C2=NC(=CC=C2)OC(F)(F)F)=O)C)C1